2-(2-Cyclopropyl-5-phenyl-1,3-thiazol-4-carbonyl)-3-[(4-fluorophenoxy)methyl]-2-azabicyclo[3.1.1]heptan C1(CC1)C=1SC(=C(N1)C(=O)N1C2CC(CC1COC1=CC=C(C=C1)F)C2)C2=CC=CC=C2